Cl.C(C=C)OC[C@@]12C[C@H](N[C@H]2C1)C(=O)OCC1=CC=CC=C1 Benzyl (1S,3S,5R)-5-((allyloxy)methyl)-2-azabicyclo[3.1.0]hexane-3-carboxylate hydrochloride